CN(C(=O)C1=CC2=C(N=C(S2)N[C@@H]2C[C@@H](CC2)CNC(=O)C2=CC(=NO2)C)C=C1)C N-[[(1R,3S)-3-[[6-(dimethylcarbamoyl)-1,3-benzothiazol-2-yl]amino]cyclopentyl]methyl]-3-methyl-isoxazole-5-carboxamide